2-(3-(cyclopentylmethoxy)phenoxy)ethanamine C1(CCCC1)COC=1C=C(OCCN)C=CC1